6-(4-isopropyl-1'-(1-(oxetan-3-yl)piperidin-4-yl)-1h,1'h-[3,4'-bipyrazole]-5-yl)-8-methyl-[1,2,4]triazolo[1,5-a]pyridine C(C)(C)C=1C(=NNC1C=1C=C(C=2N(C1)N=CN2)C)C=2C=NN(C2)C2CCN(CC2)C2COC2